C(CCCCCCCCCCCCCCCCC)(=O)O.C(CCCCCCCCCCCCCCCCC)(=O)O.C(C)C1=CC=C(C2=CN(N=C12)COCC[Si](C)(C)C)C=1C=C2C(=NC(=NC2=CC1OC)C(CCCCCCCC(=O)O)C(=O)O)C=1C(=NN(C1)C)C1=CC=CC=C1 6-(7-ethyl-2-{[2-(trimethylsilyl)ethoxy]methyl}-2H-indazol-4-yl)-7-methoxy-4-(1-methyl-3-phenyl-1H-pyrazol-4-yl)quinazolinesebacic acid distearate